rac-(6S)-2-Phenyl-6-(trifluoromethyl)piperidine C1(=CC=CC=C1)C1N[C@@H](CCC1)C(F)(F)F |r|